(2S,3S,4R,5R)-5-(2-(5-chloropyridin-3-yl)-6-(3-iodobenzylamino)-9H-purin-9-yl)-N-ethyl-3,4-dihydroxytetrahydrofuran-2-carboxamide ClC=1C=C(C=NC1)C1=NC(=C2N=CN(C2=N1)[C@H]1[C@@H]([C@@H]([C@H](O1)C(=O)NCC)O)O)NCC1=CC(=CC=C1)I